N1(N=CC=C1)C1=CC(=NC=N1)N[C@H](C(=O)O)CCN(CCCCC1=NC=2NCCCC2C=C1)CCOC (S)-2-((6-(1H-pyrazol-1-yl)pyrimidin-4-yl)amino)-4-((2-methoxyethyl)(4-(5,6,7,8-tetrahydro-1,8-naphthyridin-2-yl)butyl)amino)butanoic acid